2-(cyclopropylmethyl)-3-oxo-5,6,8,8a-tetrahydro-1H-imidazo[1,5-a]pyrazine-8-carboxylic acid C1(CC1)CN1C(N2C(C(NCC2)C(=O)O)C1)=O